O=CCC1=CC(OC)=C(O)C=C1 Homovanillin